NCC1=CC(=C(C=C1)NC(=O)C1=CC2=C(OCCC3=C2SC=C3)C=C1C=1C(=NC(=CC1)C(NCC(C)C)=O)C(=O)O)C 3-(9-((4-(aminomethyl)-2-methylphenyl)carbamoyl)-4,5-dihydrobenzo[b]thieno[2,3-d]oxepin-8-yl)-6-(isobutylcarbamoyl)picolinic acid